C(C)(C)(C)OC(=O)N(CCC[C@@H](C(=O)OC(C)(C)C)NC(=O)OC(C)(C)C)CCCCC=O (S)-tert-butyl 5-((tert-butoxycarbonyl)(5-oxopentyl)amino)-2-((tert-butoxycarbonyl)amino)pentanoate